C(C)(C)(C)P(C=1[C-](C=CC1)C(C)P(C1=C(C=CC=C1)C)C1=C(C=CC=C1)C)C(C)(C)C.[CH-]1C=CC=C1.[Fe+2] 1-[(S)-2-(di-tert-butylphosphino)ferrocenyl]ethyl-bis(2-methylphenyl)phosphine